[Fe+2].C(C=1C(C(=O)[O-])=CC=CC1)(=O)[O-] phthalic acid iron salt